tert-Butyl ((2-(((1S*,2S*)-2-ethynylcyclopentyl)oxy)-4-methylphenyl)sulfonyl)-L-prolinate C(#C)[C@H]1[C@H](CCC1)OC1=C(C=CC(=C1)C)S(=O)(=O)N1[C@@H](CCC1)C(=O)OC(C)(C)C |o1:2,3|